3-(4-bromo-2,5-dimethylphenyl)-2-ethyl-7-fluoro-6-iodoquinazolin-4(3H)-one BrC1=CC(=C(C=C1C)N1C(=NC2=CC(=C(C=C2C1=O)I)F)CC)C